ClC1=CC=C(C=C1)CCN 2-(4-chlorophenyl)ethanamine